Cl.FC1(CNCCC1C1=C(C=C2C(=NN(C2=C1)C)N1C(NC(CC1)=O)=O)F)F 1-[6-(3,3-difluoro-4-piperidinyl)-5-fluoro-1-methyl-indazol-3-yl]hexahydropyrimidine-2,4-dione HCl salt